2-(morpholin-4-yl)-8-[2-(tetrahydropyran-2-yl)-2H-pyrazol-3-yl]-[1,7]naphthyridine-4-carboxylic acid methyl ester COC(=O)C1=CC(=NC2=C(N=CC=C12)C=1N(N=CC1)C1OCCCC1)N1CCOCC1